NC1=C2C(=NC=N1)N(N=C2I)[C@@H]2CN(CC2)C(=O)OC(C)(C)C (S)-tert-butyl 3-(4-amino-3-iodo-1H-pyrazolo[3,4-d]pyrimidin-1-yl)pyrrolidine-1-carboxylate